Cl.CC=1C(=NC=NC1C)C12NCC(NC1)C2 (5,6-dimethylpyrimidin-4-yl)-2,5-diazabicyclo[2.2.1]heptane hydrochloride